C(C1=CC=CC=C1)OC=1C(=C(OCC(=O)O)C=C(C1)OC)C=O 2-(3-(benzyloxy)-2-formyl-5-methoxyphenoxy)acetic acid